BrC=1C=C(CNC(C(OCC)OCC)=N)C=CC1I N-(3-bromo-4-iodobenzyl)-2,2-diethoxyacetimidamide